N1[C@@H](CCC1)/C=C/C(=O)OCC ethyl (S,E)-3-(pyrrolidin-2-yl)acrylate